(RS)-4-methyl-1,3-dioxolan-2-one C[C@H]1OC(OC1)=O |r|